1-[(2-chloro-1,3-thiazol-5-yl)methyl]-4-oxopyridin ClC=1SC(=CN1)CN1C=CC(C=C1)=O